1,4-bis(N,N-diglycidylaminomethyl)benzene tert-butyl-3-(6-{2,8-dimethylimidazo[1,2-b]pyridazin-6-yl}-8-methoxy-4-methyl-1-oxoisoquinolin-2-yl)pyrrolidine-1-carboxylate C(C)(C)(C)OC(=O)N1CC(CC1)N1C(C2=C(C=C(C=C2C(=C1)C)C=1C=C(C=2N(N1)C=C(N2)C)C)OC)=O.C(C2CO2)N(CC2CO2)CC2=CC=C(C=C2)CN(CC2CO2)CC2CO2